C1=CCCCCCC1 3'trans-cyclooctene